CC1=C(C=C(C(=O)N)C=C1)C1=CC=C(C=C1)N1N=CC(=C1)C=1C=NC=CC1OCC1CN(CC1)S(=O)(=O)C 4-methyl-3-(4-(4-(4-((1-(methylsulfonyl)pyrrolidin-3-yl)methoxy)pyrid-3-yl)-1H-pyrazol-1-yl)phenyl)benzamide